dl-2,6-diisopropylphenylcarbodiimide C(C)(C)C1=C(C(=CC=C1)C(C)C)N=C=N